CN(C)CC1CN(C2=C(O1)C=CC(=C2)NC(OC(C)(C)C)=O)C tert-butyl (2-((dimethylamino)methyl)-4-methyl-3,4-dihydro-2H-benzo[b][1,4]oxazin-6-yl)carbamate